2-(methylsulfonyl)-4,6-bis(thiophen-2-yl)pyrimidine CS(=O)(=O)C1=NC(=CC(=N1)C=1SC=CC1)C=1SC=CC1